(1,2,5-Oxadiazol-3-yl)methanamine O1N=C(C=N1)CN